N,N-bis((2-fluorophenyl)(4-(tributylsilyl)phenyl)phosphaneyl)benzamide FC1=C(C=CC=C1)P(N(C(C1=CC=CC=C1)=O)P(C1=CC=C(C=C1)[Si](CCCC)(CCCC)CCCC)C1=C(C=CC=C1)F)C1=CC=C(C=C1)[Si](CCCC)(CCCC)CCCC